The molecule is a member of the class of benzyl bromides that is toluene substituted on the alpha-carbon with bromine. It has a role as a lachrymator. C1=CC=C(C=C1)CBr